C(C)(C)(C)NC(C(=O)C1=C(C(=C(N1C)C)C(=O)NC1=CC(=C(C=C1)F)F)C)=O 5-(2-(tert-butylamino)-2-oxoacetyl)-N-(3,4-difluorophenyl)-1,2,4-trimethyl-1H-pyrrole-3-carboxamide